BrC=1CCCC2=C(C1C1=CC=C(C=C3CN(C3)C(=O)OC(C)(C)C)C=C1)C=CC(=C2)OC(C(C)(C)C)=O tert-butyl 3-(4-(8-bromo-3-(pivaloyloxy)-6,7-dihydro-5H-benzo[7]annulen-9-yl)benzylidene)azetidine-1-carboxylate